4-(((5'-chloro-2'-((1-((2-(2,6-dioxopiperidin-3-yl)-4-fluoro-1,3-dioxoisoindolin-5-yl)methyl)piperidin-4-yl)amino)-[2,4'-bipyridin]-6-yl)amino)methyl)tetrahydro-2H-pyran-4-carbonitrile ClC=1C(=CC(=NC1)NC1CCN(CC1)CC=1C(=C2C(N(C(C2=CC1)=O)C1C(NC(CC1)=O)=O)=O)F)C1=NC(=CC=C1)NCC1(CCOCC1)C#N